FC1=C(C=C(C(=C1)OC1=CC=NC2=CC(=C(C=C12)C)C(NC)=O)F)NC(=O)C1(CC1)C(=O)NC1=CC=C(C=C1)F 1-N'-[2,5-difluoro-4-[6-methyl-7-(methylcarbamoyl)quinolin-4-yl]oxyphenyl]-1-N-(4-fluorophenyl)cyclopropane-1,1-dicarboxamide